methyl 5-chloro-1-((2-(3-fluoro-5-methoxyphenyl) pyrimidin-5-yl) methyl)-1H-indazole-7-carboxylate ClC=1C=C2C=NN(C2=C(C1)C(=O)OC)CC=1C=NC(=NC1)C1=CC(=CC(=C1)OC)F